5-Amino-3-(2-hydroxybutyl)-1-methyl-1H-benzo[d]imidazol-2(3H)-one NC1=CC2=C(N(C(N2CC(CC)O)=O)C)C=C1